tert-butyl (S)-3-((8-(benzyloxy)quinolin-5-yl)amino)pyrrolidine-1-carboxylate C(C1=CC=CC=C1)OC=1C=CC(=C2C=CC=NC12)N[C@@H]1CN(CC1)C(=O)OC(C)(C)C